C(C)(=O)O[C@H]1\C=C/C[C@H]2[C@H]([C@H]2CC1)C(=O)OCC ethyl (1R,5R,8S,9S,Z)-5-acetoxybicyclo[6.1.0]non-3-ene-9-carboxylate